5-(((Trans-3-(3-cyclopropyl-4-(2-(trans-4-hydroxycyclohexyl)-2H-pyrazolo[4,3-c]pyridin-6-yl)-1H-pyrazol-1-yl)cyclobutyl)methyl)amino)-2-(2,6-dioxopiperidin-3-yl)isoindoline-1,3-dione C1(CC1)C1=NN(C=C1C1=CC=2C(C=N1)=CN(N2)[C@@H]2CC[C@H](CC2)O)[C@@H]2C[C@H](C2)CNC=2C=C1C(N(C(C1=CC2)=O)C2C(NC(CC2)=O)=O)=O